COC=1C=C(C=C(C1)OC)S(=O)(=O)Cl 3,5-dimethoxybenzenesulfonyl chloride